C(C=C)(=O)NCCCCCC(=O)O 6-((acryloyl)amino)hexanoic acid